4-chloro-N-[8-fluoro-2-methylimidazo[1,2-a]pyridin-6-yl]-5-(piperidin-4-yl)thiophene-2-carboxamide ClC=1C=C(SC1C1CCNCC1)C(=O)NC=1C=C(C=2N(C1)C=C(N2)C)F